C(C)(C)(C)OC(=O)NC(=N)N(C1=CC(=CC=C1)C#C)C(=O)OC(C)(C)C N,N'-di-t-butoxycarbonyl-N'-(3-ethynylphenyl)guanidine